(S)-(2-cyclopropyl-4-(difluoromethyl)oxazol-5-yl)(4-(pyrazolo[1,5-a]pyridin-2-yl)-6,7-dihydro-1H-imidazo[4,5-c]pyridin-5(4H)-yl)methanone C1(CC1)C=1OC(=C(N1)C(F)F)C(=O)N1[C@@H](C2=C(CC1)NC=N2)C2=NN1C(C=CC=C1)=C2